C(C)OC(=O)C1C(C2=CC=CC(=C2C1)Br)O 2-trans-4-bromo-1-hydroxy-2,3-dihydro-1H-indene-2-carboxylic acid ethyl ester